ClC=1C=2N(C=C(C1)CNCCO)N=C(N2)C=2C(=C(C=CC2)C2=CC=CC=C2)C 2-({[8-Chloro-2-(2-methylbiphenyl-3-yl)-[1,2,4]triazolo-[1,5-a]pyridin-6-yl]methyl}amino)ethanol